C(#N)C1=CC(=C(C=C1)NS(=O)(=O)C1=CNC=C1C1=CC=CC=C1)F N-(4-cyano-2-fluorophenyl)-4-phenyl-1H-pyrrole-3-sulfonamide